N[C@H]1CN(CCC1)C(=O)C1=CC2=C(N(C(=N2)C2=CC3=C(N2CC2CC2)SC(=C3)S(=O)(=O)C)C)C(=C1)OC (R)-(3-aminopiperidin-1-yl)(2-(6-(cyclopropylmethyl)-2-(methylsulfonyl)-6H-thieno[2,3-b]pyrrol-5-yl)-7-methoxy-1-methyl-1H-benzo[d]imidazol-5-yl)methanone